6,10-dimethyl-2-(pent-4-en-1-ylidene)undeca-5,9-dien-1-ol CC(=CCCC(CO)=CCCC=C)CCC=C(C)C